5-(5H-Imidazo[5,1-a]isoindol-5-yl)-2-methyl-4,5,6,7-tetrahydropyrazolo[1,5-a]pyridin-4-ol C=1N=CN2C1C1=CC=CC=C1C2C2C(C=1N(CC2)N=C(C1)C)O